(4-TRITYLPHENYL)acrylic acid C(C1=CC=CC=C1)(C1=CC=CC=C1)(C1=CC=CC=C1)C1=CC=C(C=C1)C(C(=O)O)=C